C1(C=CC2=CC=CC=C12)[Si](OC)(OC)OC indenyl-trimethoxysilane